7-(8-ethynyl-7-fluoro-3-(methoxymethoxy)naphthalen-1-yl)-8-fluoro-4-(3-hydroxy-3-methylpiperidin-1-yl)pyrido[4,3-d]pyrimidine C(#C)C=1C(=CC=C2C=C(C=C(C12)C1=C(C=2N=CN=C(C2C=N1)N1CC(CCC1)(C)O)F)OCOC)F